(4-carboxybutyl)-triphenyl-phosphine bromide [Br-].C(=O)(O)CCCCC1=C(C=CC=C1)P(C1=CC=CC=C1)C1=CC=CC=C1